3-(6-chloropyridin-3-yl)-N-(5-methyl-1-(pyridin-4-yl)-1H-pyrazol-4-yl)propanamide ClC1=CC=C(C=N1)CCC(=O)NC=1C=NN(C1C)C1=CC=NC=C1